OCN1N=CC2=C(C1=O)C(=NN2)C 5-(hydroxymethyl)-3-methyl-1,5-dihydro-4H-pyrazolo[3,4-d]Pyridazin-4-one